5-ethyl-6-fluoro-4-(8-fluoro-2-(((2R,7aR)-2-fluorotetra-hydro-1H-pyrrolizin-7a(5H)-yl)-methoxy)-4-(1,4-oxazepan-4-yl)pyrido[4,3-d]pyrimidin-7-yl)naphthalen-2-ol C(C)C1=C2C(=CC(=CC2=CC=C1F)O)C1=C(C=2N=C(N=C(C2C=N1)N1CCOCCC1)OC[C@@]12CCCN2C[C@@H](C1)F)F